C1N(CCC2=CC=CC=C12)C[C@H](CN1C(C2=CC(=CC=C2C2(C1)CC2)[N+](=O)[O-])=O)O (R)-2'-(3-(3,4-dihydroisoquinolin-2(1H)-yl)-2-hydroxypropyl)-7'-nitro-2',3'-dihydro-1'H-spiro[cyclopropane-1,4'-isoquinolin]-1'-one